4-(1-(4-(bromomethyl)benzoyl)-2,3-dihydro-1H-pyrrolo[2,3-c]pyridin-4-yl)benzonitrile BrCC1=CC=C(C(=O)N2CCC=3C2=CN=CC3C3=CC=C(C#N)C=C3)C=C1